(3,7-dimethyl-2,6-octadienoyl)cysteine CC(=CC(=O)N[C@@H](CS)C(=O)O)CCC=C(C)C